ClC1COC2=C(O1)C=C(C=C2N2CCNCC2)Cl 2,7-Dichloro-5-(piperazin-1-yl)-2,3-dihydro-1,4-benzodioxine